BrCC(CCC#N)(C#N)Br 1,2-Dibromo-2,4-dicyanobutan